N-octadecyl-aniline tert-butyl-(2-((7-bromo-6-chloro-2-(3-(dimethylamino)azetidin-1-yl)-8-fluoroquinazolin-4-yl)amino)ethyl)carbamate C(C)(C)(C)N(C(O)=O)CCNC1=NC(=NC2=C(C(=C(C=C12)Cl)Br)F)N1CC(C1)N(C)C.C(CCCCCCCCCCCCCCCCC)NC1=CC=CC=C1